COC1=NC(=CC=C1B(O)O)C(C)C 2-METHOXY-6-ISOPROPYLPYRIDINE-3-BORONIC ACID